methyl (Z)-2-[3-(3-cyclopropylpyrazol-1-yl)phenoxy]-3-methoxy-prop-2-enoate C1(CC1)C1=NN(C=C1)C=1C=C(O\C(\C(=O)OC)=C/OC)C=CC1